NCCCCCCCCC(CC)(O)O Aminooctylpropandiol